3-(4-(1H-benzo[d][1,2,3]triazol-1-yl)butyl)-4-acetyl-5-((R)-1-((tert-butyldiphenylsilyl)oxy)propyl)-5-methyl-oxazolidin-2-one N1(N=NC2=C1C=CC=C2)CCCCN2C(OC(C2C(C)=O)(C)[C@@H](CC)O[Si](C2=CC=CC=C2)(C2=CC=CC=C2)C(C)(C)C)=O